methyl-4-oxo-3,4-dihydroimidazo[5,1-d][1,2,3,5]tetrazine-8-carboxylic acid n-hexadecyl ester C(CCCCCCCCCCCCCCC)OC(=O)C=1N=CN2C1N=NN(C2=O)C